C1(=CC=CC=C1)NC1=CC=C(C=C1)S(=O)(=O)C1=C(C=CC=C1)C(C(CC)=NO)=O 1-(4-phenylaminobenzenesulfonylphenyl)butane-1,2-dione-2-oxime